N1=PN=PN=P1 1,3,5,2,4,6-triazatriphosphorine